C1(C=CCCC1)S 2-cyclohexenyl mercaptan